4-(2-((2,4-dimethylbenzyl)amino)-7-oxothiazolo[4,5-d]pyrimidin-6(7H)-yl)benzonitrile CC1=C(CNC=2SC3=C(N=CN(C3=O)C3=CC=C(C#N)C=C3)N2)C=CC(=C1)C